6-((4-((3-(5-(2-hydroxypropan-2-yl)pyrimidin-2-yl)-2-methoxyphenyl)amino)-5-propionylpyridine-2-yl)amino)pyridinenitrile OC(C)(C)C=1C=NC(=NC1)C=1C(=C(C=CC1)NC1=CC(=NC=C1C(CC)=O)NC1=CC=CC(=N1)C#N)OC